P(O)(=O)(OP(=O)(O)OP(=O)(O)O)OC[C@@H]1[C@H]([C@H]([C@@H](O1)N1C(=O)NC(=O)C(=C1)CN=[N+]=[N-])O)O 5-azidomethyluridine triphosphate